(E)-2-(4-pentylbenzoylamino)benzoic acid C(CCCC)C1=CC=C(C(=O)NC2=C(C(=O)O)C=CC=C2)C=C1